CN1[C@H]2[C@@](CCC1)(CCC2)COC2=NC1=C(C(=CC=C1C(=N2)N2CCOCC(C2)(O)C)C2=CC(=CC1=CC=C(C(=C21)C#C)F)O)F 4-(2-{[(4aS,7aR)-1-methyl-octahydro-1H-cyclopenta[b]pyridin-4a-yl]methoxy}-7-(8-ethynyl-7-fluoro-3-hydroxynaphthalen-1-yl)-8-fluoroquinazolin-4-yl)-6-methyl-1,4-oxazepan-6-ol